9-[(Z)-non-3-enyl]-10-octylnonadecanedioic acid C(C\C=C/CCCCC)C(CCCCCCCC(=O)O)C(CCCCCCCCC(=O)O)CCCCCCCC